ClC=1C=CC2=C(C(=NCC3=C2N=C(N=C3)NC=3C(=C(C(=O)N)C=CC3)OC)C3=C(C=CC=C3OC)F)C1 (9-chloro-7-(2-fluoro-6-methoxyphenyl)-5H-benzo[c]pyrimido[4,5-e]azepin-2-yl-amino)-2-methoxybenzamide